C1(CC1)C(CNC1=C(C=C2CCNC(C2=C1)=O)F)=O 7-((2-cyclopropyl-2-oxoethyl)amino)-6-fluoro-3,4-dihydroisoquinolin-1(2H)-one